4-methylpentane-1,2-dione CC(CC(C=O)=O)C